(2-(4'-(2-methoxyethoxy)-[1,1'-biphenyl]-3-yl)propan-2-yl)carbamic acid 1-azabicyclo[3.2.2]non-4-yl ester N12CCC(C(CC1)CC2)OC(NC(C)(C)C=2C=C(C=CC2)C2=CC=C(C=C2)OCCOC)=O